C(C1=CC=CC=C1)N1N=C(N=C1)C(=O)N[C@@H]1C(NC2=C(OC1)N(N=C2)C(C)C)=O (S)-1-Benzyl-N-(1-isopropyl-5-oxo-4,5,6,7-tetrahydro-1H-pyrazolo[3,4-b][1,4]oxazepin-6-yl)-1H-1,2,4-triazol-3-carboxamid